6-(2-ethoxy-3-pyridinyl)-3-isopropyl-1-methyl-N-[(5-methyl-1,3,4-oxadiazol-2-yl)methyl]pyrazolo[3,4-b]pyridin-4-amine C(C)OC1=NC=CC=C1C=1C=C(C2=C(N1)N(N=C2C(C)C)C)NCC=2OC(=NN2)C